2-bromo-6-(3-chloropropoxy)benzonitrile BrC1=C(C#N)C(=CC=C1)OCCCCl